2-(naphthalen-2-yl)-4-oxo-4-(p-tolyl)butanenitrile C1=C(C=CC2=CC=CC=C12)C(C#N)CC(C1=CC=C(C=C1)C)=O